BrC1=CC=CC(=N1)C(C)NC(=O)C1=CC2=CC=CC(=C2C=C1)OC1=CC=C(C=C1)C(F)(F)F N-(1-(6-bromopyridin-2-yl)ethyl)-5-(4-(trifluoromethyl)phenoxy)-2-naphthamide